1-((2S,5R)-5-((7H-pyrrolo[2,3-d]pyrimidin-4-yl)amino)-2-methylpiperidin-1-yl)prop-2-ene N1=CN=C(C2=C1NC=C2)N[C@@H]2CC[C@@H](N(C2)CC=C)C